N1N=CC(=C1)C1=CC=C2C(=CNC2=C1)C[C@@H](C)NCC(CO[Si](C1=CC=CC=C1)(C1=CC=CC=C1)C(C)(C)C)(F)F (R)-N-(1-(6-(1H-pyrazol-4-yl)-1H-indol-3-yl)propan-2-yl)-3-((tert-butyldiphenylsilyl)oxy)-2,2-difluoropropan-1-amine